2-(2-(1-((R)-1-(2,6-dichloro-3-cyclopropylphenyl)-2-methylpropyl)-1H-[1,2,3]triazolo[4,5-c]pyridin-6-yl)phenyl)propanoic acid ClC1=C(C(=CC=C1C1CC1)Cl)[C@@H](C(C)C)N1N=NC=2C=NC(=CC21)C2=C(C=CC=C2)C(C(=O)O)C